NC=1C=2C(C(NN1)=O)=NN(C2C2=CC=C(C=C2)N(C)C2CCCCC2)C2=CC=C(C=C2)NC(C=C)=O N-(4-(4-amino-3-(4-(cyclohexyl(methyl)amino)phenyl)-7-oxo-6,7-dihydro-2H-pyrazolo[3,4-d]pyridazin-2-yl)phenyl)acrylamide